C1[C@@H]2N(CCN1C1=CC=C3C(=NN=C(C3=C1)N[C@H](C)C=1C(=C(C#N)C=CC1)C)C)CCC2 3-((R)-1-((7-((R)-hexahydropyrrolo[1,2-a]pyrazin-2(1H)-yl)-4-methylphthalazin-1-yl)amino)ethyl)-2-methylbenzonitrile